Cl.FC=1C=C2C3=C(N(C2=CC1OC)CCN1CC2CCC(C1)O2)C(=NC=C3)C(F)(F)F 3-(2-(6-Fluoro-7-methoxy-1-(trifluoromethyl)-9H-pyrido[3,4-b]indol-9-yl)ethyl)-8-oxa-3-azabicyclo[3.2.1]octane Hydrochloride Salt